7-(methylsulfonyl)thiazolo[4,5-d]pyrimidine CS(=O)(=O)C=1C2=C(N=CN1)N=CS2